[Pd](Cl)Cl.[NH+]1=CC=CC=C1.[NH+]1=CC=CC=C1 dipyridinium palladium dichloride